(S)-1,3-dihydrospiro[indene-2,4'-piperidine] N1CCC2(CC1)CC1=CC=CC=C1C2